(R)-1-(5-(3-methylmorpholino)-3-(1H-pyrazol-5-yl)isothiazolo[4,5-b]pyridin-7-yl)cyclohexane-1-carbonitrile C[C@@H]1COCCN1C1=CC(=C2C(=N1)C(=NS2)C2=CC=NN2)C2(CCCCC2)C#N